C(C)[N+](C)(CCOC)CC diethyl(2-methoxyethyl)methylammonium